NN1C(=NC(=C1C(=O)N)C1=CC=C(C=C1)C(NC1=NC=CC(=C1)C)=O)[C@H]1N(CCC1)C(CC#N)=O (S)-1-amino-2-(1-(2-cyanoacetyl)pyrrolidin-2-yl)-4-(4-((4-methylpyridin-2-yl)carbamoyl)phenyl)-1H-imidazole-5-carboxamide